3-((5-(tert-butyl)-8-hydroxyquinolin-7-yl)(butyramido)-methyl)-N-(4-((2-(2,6-dioxopiperidin-3-yl)-1,3-dioxoisoindolin-4-yl)amino)-butyl)benzamide C(C)(C)(C)C1=C2C=CC=NC2=C(C(=C1)C(C=1C=C(C(=O)NCCCCNC2=C3C(N(C(C3=CC=C2)=O)C2C(NC(CC2)=O)=O)=O)C=CC1)NC(CCC)=O)O